N-[2-(2-aminoethoxy)ethyl]-2-chloro-4-[[3-[1-(cyanomethyl)-3-(trifluoromethyl)pyrazol-4-yl]imidazo[1,2-a]pyrazin-8-yl]amino]benzamide NCCOCCNC(C1=C(C=C(C=C1)NC=1C=2N(C=CN1)C(=CN2)C=2C(=NN(C2)CC#N)C(F)(F)F)Cl)=O